C(C)C(C(=O)OCCOCCOCCOCCCC)CCCC 2-(2-(2-butoxyethoxy)ethoxy)ethyl 2-ethylhexanoate